N1=CN=CC(=C1)C=1C=2CCNC(C2C=C2C1OCO2)=O 9-(pyrimidin-5-yl)-7,8-dihydro-[1,3]dioxolo[4,5-g]isoquinolin-5(6H)-one